C(=O)(O)C(CC(=O)O)[N+]1=CC=CC(=C1)C 1-(1,2-dicarboxyethyl)-5-methylpyridin-1-ium